FC1=CC2=C(N=CN=C2NC2=CC(=C(C=C2)O[C@H]2COCCC2)C)C=N1 6-fluoro-N-{3-methyl-4-[(3R)-oxan-3-yloxy]phenyl}pyrido[3,4-d]pyrimidin-4-amine